FC(C1CC=NO1)(F)F (E)-5-(trifluoromethyl)-4H-isoxazole